(R)-N-(2,4-dichloro-benzyl)-5-fluoro-8-methylene-5,6,7,8-tetrahydro-quinoline-5-carboxamide ClC1=C(CNC(=O)[C@@]2(C=3C=CC=NC3C(CC2)=C)F)C=CC(=C1)Cl